2,4-dichloro-5-nitro-pyrimidine ClC1=NC=C(C(=N1)Cl)[N+](=O)[O-]